C(C1=CC=CC=C1)N(CC1=CC=CC=C1)CCOCCOCCC(NC(C(NCCCC(=O)O)=O)C)=O 2-benzyl-13-methyl-11,14-dioxo-1-phenyl-5,8-dioxa-2,12,15-triazanonadecan-19-oic acid